OCCC1(COC1)N1CSC(=C1C)COC=1C=CC2=C(C=C(O2)C)C1 N-(3-(2-hydroxyethyl)oxetan-3-yl)-2-methyl-5-((4-methylthiazol-5-yl)methoxy)benzofuran